P(=O)(O)(O)O.C1(CC1)[C@@H](CC#N)N1N=CC(=C1)C=1C2=C(N=CN1)NC=C2 (3R)-3-Cyclopropyl-3-[4-(7H-pyrrolo[2,3-d]pyrimidin-4-yl)pyrazol-1-yl]propionitrile phosphate salt